FC(C1=CC=C(CN2CCN(CC2)CC2=C(C=C(OC(C(=O)O)(C)C)C=C2)Br)C=C1)(F)F 2-(4-((4-(4-(trifluoromethyl)benzyl)piperazin-1-yl)methyl)-3-bromophenoxy)-2-methylpropanoic acid